tert-butyl (2-(3-((2-oxo-2-((4-(3-(pyridin-4-yl)phenyl)thiazol-2-yl)amino)ethyl)carbamoyl)-1H-pyrrol-1-yl)ethyl)carbamate O=C(CNC(=O)C1=CN(C=C1)CCNC(OC(C)(C)C)=O)NC=1SC=C(N1)C1=CC(=CC=C1)C1=CC=NC=C1